NC1=NC=NN2C1=C(N=C2C(C)C)C2=C(C=C(CNC(C1=C(C=CC(=C1)F)OC)=O)C=C2)F N-(4-(4-amino-7-isopropylimidazo[5,1-f][1,2,4]triazin-5-yl)-3-fluorobenzyl)-5-fluoro-2-methoxybenzamide